O[C@H]1C[C@H](CC1)NC1=NC=2N(C(N(C(C2N1C)=O)CC1=CC(=NN1)C1=CC=CC=C1)=O)C |r| (±)-8-((cis)-3-hydroxycyclopentylamino)-3,7-dimethyl-1-((3-phenyl-1H-pyrazol-5-yl)methyl)-1H-purine-2,6(3H,7H)-dione